1-(4-chlorophenyl)-4,4-dimethyl-3-(1,2,4-triazol-1-yl-methyl)pentan-3-ol ClC1=CC=C(C=C1)CCC(C(C)(C)C)(O)CN1N=CN=C1